NC(CCN(NC([C@H](CC(C)(C)C)NC(=O)C1=NC2=C(N1)C=CC=C2)=O)C(C(F)Cl)=O)=O N-((2S)-1-(2-(3-amino-3-oxopropyl)-2-(2-chloro-2-fluoroacetyl)hydrazino)-4,4-dimethyl-1-oxopentan-2-yl)-1H-benzo[d]imidazole-2-carboxamide